tris[2-tert-butyl-4-(5-tert-butyl-4-hydroxy-2-methyl phenyl)sulfanyl 5-methyl phenyl] phosphite P(OC1=C(C=C(C(=C1)C)SC1=C(C=C(C(=C1)C(C)(C)C)O)C)C(C)(C)C)(OC1=C(C=C(C(=C1)C)SC1=C(C=C(C(=C1)C(C)(C)C)O)C)C(C)(C)C)OC1=C(C=C(C(=C1)C)SC1=C(C=C(C(=C1)C(C)(C)C)O)C)C(C)(C)C